COC(=O)C1C2C=CC(C1)C2 bicyclo[2.2.1]-5-heptene-2-carboxylic acid methyl ester